NCC=1C=C(C=CC1)C1=CC=CC2=C1SC(=C2)COC2=C(C=CC=C2)CC(=O)OCC ethyl 2-(2-((7-(3-(aminomethyl)phenyl)benzo[b]thiophen-2-yl)methoxy)phenyl)acetate